4-Acetyl-(2R)-2-morpholinecarboxylic acid C(C)(=O)N1C[C@@H](OCC1)C(=O)O